C(C)(C)(CC)N1[SiH](N([SiH2]1)C(C)(C)CC)Cl 1,3-bis(t-amyl)-2-chlorocyclodisilazane